O=C1NC(CCC1N1CC2=C(C=C(C=C2C1=O)OC(N(C1=CC(=C(C=C1)C)Cl)C)=O)OC)=O (2-(2,6-dioxopiperidin-3-yl)-7-methoxy-3-oxoisoindolin-5-yl)methyl(3-chloro-4-methylphenyl)carbamate